OCCN1CCN(CC1)CCNC=C1C(CC(CC1=O)C1=NC2=CC=CC=C2N=C1)=O 2-(((2-(4-(2-hydroxyethyl)piperazin-1-yl)ethyl)amino)methylene)-5-(quinoxalin-2-yl)cyclohexane-1,3-dione